FC1(CN(CCC1)C=1C=C2C(=CC=NC2=CC1)C(=O)O)F 6-(3,3-difluoropiperidin-1-yl)quinoline-4-carboxylic acid